2-[(2S)-1-tert-butoxycarbonylpyrrolidin-2-yl]acetic acid C(C)(C)(C)OC(=O)N1[C@@H](CCC1)CC(=O)O